3-(5-(7-(4-(4-nitrophenyl)piperazin-1-yl)-2-azaspiro[3.5]nonan-2-yl)-1-oxoisoindolin-2-yl)piperidine-2,6-dione [N+](=O)([O-])C1=CC=C(C=C1)N1CCN(CC1)C1CCC2(CN(C2)C=2C=C3CN(C(C3=CC2)=O)C2C(NC(CC2)=O)=O)CC1